N1C(=NC2=C1C=CC=C2)CNC2=NN(C1=NC(=CN=C12)C1CC1)[C@H]1C[C@H](C1)CO [cis-3-(3-{[(1H-benzimidazol-2-yl)methyl]amino}-6-cyclopropyl-1H-pyrazolo[3,4-b]pyrazin-1-yl)cyclobutyl]methanol